N1C(C1)CN1N=CC(=C1)C1=NC2=C(C(=CC=C2N=C1)OC=1C=CC2=C(NC(=N2)C)C1)Cl 2-(1-(Aziridin-2-ylmethyl)-1H-pyrazol-4-yl)-8-chloro-7-((2-methyl-1H-benzo[d]imidazol-6-yl)oxy)quinoxaline